CSCC[C@@H](C(=O)N)N The molecule is an amino acid amide that is L-methionine in which the carboxy OH group is replaced by NH2. It is an amino acid amide and a L-methionine derivative.